CC(C(O)O)(CCCCCC)C 2,2-dimethyl-octanediol